4,4-dimethyl-7-(4-morpholinopiperidin-1-yl)-N-(4-(trifluoromethyl)phenyl)-3,4-dihydroisoquinoline-2(1H)-carboxamide CC1(CN(CC2=CC(=CC=C12)N1CCC(CC1)N1CCOCC1)C(=O)NC1=CC=C(C=C1)C(F)(F)F)C